1-[4-[(3-methyl-4-[[1,2,4]triazolo[1,5-a]pyridin-7-yloxy]phenyl)amino]pyrido[3,2-d]pyrimidin-6-yl]piperazin-2-one CC=1C=C(C=CC1OC1=CC=2N(C=C1)N=CN2)NC=2C1=C(N=CN2)C=CC(=N1)N1C(CNCC1)=O